C(C)(=O)N1CC=2N(CC1)C(=NC2C=2C=CC=C1C=C(N=CC21)C=2C=CC(=NC2)C(=O)NCCNC2=C1C(N(C(C1=CC=C2)=O)C2C(NC(CC2)=O)=O)=O)CC 5-(8-(7-acetyl-3-ethyl-5,6,7,8-tetrahydroimidazo[1,5-a]pyrazin-1-yl)isoquinolin-3-yl)-N-(2-((2-(2,6-dioxopiperidin-3-yl)-1,3-dioxoisoindolin-4-yl)amino)ethyl)picolinamide